S1C(OCCC1)N1C(OCC1)=O 3-oxathiacyclohexylOxazolidin-2-one